4,13-dichloro-10-(2,6-difluoro-4-{[2-(methylamino)ethyl]amino}phenyl)-8-(propan-2-yl)-6,8,10-triazatricyclo[9.4.0.02,7]pentadeca-1(11),2(7),3,5,12,14-hexaen-9-one ClC1=CC=2C=3C=CC(=CC3N(C(N(C2N=C1)C(C)C)=O)C1=C(C=C(C=C1F)NCCNC)F)Cl